5-amino-1-(2-vinylbenzyl)-1H-1,2,3-triazole-4-carboxamide NC1=C(N=NN1CC1=C(C=CC=C1)C=C)C(=O)N